C(=O)C1=C(C=C(C=C1)C1=CC=NC2=CC=CC=C12)C 4-(4-formyl-3-methylphenyl)quinoline